(Z)-1-(2-fluoro-4-(1-(4-(trifluoromethoxy)phenyl)-1H-1,2,4-triazol-3-yl)phenyl)-3-(3-(5-methoxy-2-(trifluoromethyl)phenyl)-4-oxothiazolidin-2-ylidene)urea FC1=C(C=CC(=C1)C1=NN(C=N1)C1=CC=C(C=C1)OC(F)(F)F)NC(=O)\N=C\1/SCC(N1C1=C(C=CC(=C1)OC)C(F)(F)F)=O